COC(C=O)(CC=CCC(C=O)C)C methoxy-2,7-dimethyl-4-octenedial